ClC=1C=C(OC2=CC=C(C=N2)N2C(NC=3C2=NC=CC3)=O)C=CC1C 3-[6-(3-chloro-4-methyl-phenoxy)-3-pyridinyl]-1H-imidazo[4,5-b]pyridin-2-one